4-(4-(3-(pyridin-4-ylcarbamoyl)-1-(tetrahydro-2H-pyran-2-yl)-1H-indazol-5-yl)benzoyl)piperazine-1-carboxylic acid tert-Butyl ester C(C)(C)(C)OC(=O)N1CCN(CC1)C(C1=CC=C(C=C1)C=1C=C2C(=NN(C2=CC1)C1OCCCC1)C(NC1=CC=NC=C1)=O)=O